(1r,3r)-3-((3-chloro-4-(9-(3-chlorobenzyl)-6-(1-methylcyclopropoxy)-9H-purin-8-yl)phenoxy)methyl)cyclobutane-1-carboxylic acid ClC=1C=C(OCC2CC(C2)C(=O)O)C=CC1C=1N(C2=NC=NC(=C2N1)OC1(CC1)C)CC1=CC(=CC=C1)Cl